FC1CCN(CC1)C1=NC=C(C=N1)C=1SC=2C=NCCC2N1 2-(2-(4-fluoropiperidin-1-yl)pyrimidin-5-yl)-6,7-dihydrothiazolo[5,4-c]pyridin